C(C)(C)(C)OC(=O)N(CCCCCCN1C(=CC=2C1=NC(=CC2)\C(=C\C(=O)OCC)\C)C2=NC1=C(N2C)C(=CC(=C1)C(=O)OC)OC)C(=O)OC(C)(C)C methyl 2-[1-[6-[bis(t-butoxycarbonyl) amino] hexyl]-6-[(E)-3-ethoxy-1-methyl-3-oxo-prop-1-enyl] pyrrolo[2,3-b]pyridin-2-yl]-7-methoxy-1-methyl-benzimidazole-5-carboxylate